tert-butyl (4-(1H-tetrazol-5-yl)phenyl)((5-cyclohexylpyridin-2-yl)methyl)carbamate N1N=NN=C1C1=CC=C(C=C1)N(C(OC(C)(C)C)=O)CC1=NC=C(C=C1)C1CCCCC1